tert-butyl N-[3-[(1R)-1-[7-[6-[2-(5-cyclopropyl-3-methyl-isoxazol-4-yl)-4-fluoro-phenoxy]-1,2,4-triazin-5-yl]-2,7-diazaspiro[3.4]octan-2-yl]-2-methyl-propyl]cyclobutyl]carbamate C1(CC1)C1=C(C(=NO1)C)C1=C(OC2=C(N=CN=N2)N2CCC3(CN(C3)[C@H](C(C)C)C3CC(C3)NC(OC(C)(C)C)=O)C2)C=CC(=C1)F